(R)-3-(pyridin-3-yl)-3-(1-(trifluoromethyl)cyclopropyl)propanoic acid N1=CC(=CC=C1)[C@@H](CC(=O)O)C1(CC1)C(F)(F)F